3-iodo-4-(3-(trifluoromethyl)phenyl)-1H-pyrrole-2,5-dione IC=1C(NC(C1C1=CC(=CC=C1)C(F)(F)F)=O)=O